C(N)(O[C@H]1C[C@H](CC1)O)=O ((1R,3S)-3-hydroxycyclopentyl) carbamate